3-[4-[(1S,4S,5R)-5-[[4-cyclopropyl-1-(2,6-dichlorophenyl)-1H-pyrazol-5-yl]methoxy]-2-azabicyclo[2.2.1]heptan-2-yl]-3-fluorophenyl]cyclobutane-1-carboxylic acid C1(CC1)C=1C=NN(C1CO[C@H]1[C@@H]2CN([C@H](C1)C2)C2=C(C=C(C=C2)C2CC(C2)C(=O)O)F)C2=C(C=CC=C2Cl)Cl